3-(3,5-dibromo-4-hydroxybenzoyl)-1-ethyl-1H-indazole-5-carbonitrile BrC=1C=C(C(=O)C2=NN(C3=CC=C(C=C23)C#N)CC)C=C(C1O)Br